N-(4-fluoro-3-(trifluorometh-yl)phenyl)-5-(5-(5-(hydroxymethyl)-3a,5,6,6a-tetra-hydro-4H-cyclopenta[d]isoxazol-3-yl)-2-methoxy-benzamido)-2-methylbenzo[d]thiazole-6-carboxamide FC1=C(C=C(C=C1)NC(=O)C1=CC2=C(N=C(S2)C)C=C1NC(C1=C(C=CC(=C1)C1=NOC2C1CC(C2)CO)OC)=O)C(F)(F)F